N=1NN=NC1[C@@H]1[C@H](C1)C=1C=C(C=CC1)C=1C2=C(N=C(N1)N1[C@H](CC1)C)CCC2 |o1:5,6| 4-(3-((1S*,2S*)-2-(2H-tetrazol-5-yl)cyclopropyl)phenyl)-2-((S)-2-methylazetidin-1-yl)-6,7-dihydro-5H-cyclopenta[d]pyrimidine